ClC1=C2N=C(C(NC2=CC(=C1)CO)=O)C 5-chloro-7-hydroxymethyl-3-methylquinoxalin-2(1H)-one